Cl.N1C[C@H](OCC1)CC(=O)OCC1=CC=CC=C1 benzyl [(2R)-morpholin-2-yl]acetate hydrochloride